2-cyclohexyl-7-ethyl-8-(naphthalen-1-ylmethyl)-6-oxo-9-(3-(trifluoromethyl)phenyl)-3,4-dihydro-2H,6H-pyrido[1,2-e][1,2,5]thiadiazine-4-carboxylic acid 1,1-dioxide C1(CCCCC1)N1S(C=2N(C(C1)C(=O)O)C(C(=C(C2C2=CC(=CC=C2)C(F)(F)F)CC2=CC=CC1=CC=CC=C21)CC)=O)(=O)=O